NC1=NC=NN2C1=NC=C2C=2C=C1CN(C(C1=CC2)=O)[C@@H](C)C2CC2 (S)-5-(4-Aminoimidazo[2,1-f][1,2,4]triazin-7-yl)-2-(1-cyclopropylethyl)isoindolin-1-one